ethyl cyclopropylglycinate C1(CC1)NCC(=O)OCC